tert-butyl(3-(4-(5,5-dioxido-4H-thieno[3,2-c]thiochromene-2-carbonyl)piperazin-1-yl)bicyclo[1.1.1]pentan-1-yl)carbamate C(C)(C)(C)OC(NC12CC(C1)(C2)N2CCN(CC2)C(=O)C2=CC=1CS(C=3C=CC=CC3C1S2)(=O)=O)=O